FC1=CC=C(C=C1)C1=NOC(=C1)C1CCN(CC1)C(CC1=NC(=NO1)C)=O 1-(4-(3-(4-fluorophenyl)isoxazol-5-yl)piperidin-1-yl)-2-(3-methyl-1,2,4-oxadiazol-5-yl)ethan-1-one